OC1(CC1)C=1NC(=NN1)C1CC2(CN(C2)C(=O)N2CC3(C2)CC(C3)CC3=C(C=C(C=C3)C(F)(F)F)S(=O)(=O)C)C1 [6-[5-(1-hydroxycyclopropyl)-4H-1,2,4-triazol-3-yl]-2-azaspiro[3.3]heptan-2-yl]-[6-[[2-methylsulfonyl-4-(trifluoromethyl)phenyl]methyl]-2-azaspiro[3.3]heptan-2-yl]methanone